N1=CN=C(C=C1)C(=O)N 4-pyrimidine-carboxamide